2-(2,4-difluorophenyl)-1,1-difluoro-3-(tetrazol-1-yl)-1-[5-[4-(trifluoromethoxy)phenyl]-2-pyridyl]Propan-2-ol FC1=C(C=CC(=C1)F)C(C(C1=NC=C(C=C1)C1=CC=C(C=C1)OC(F)(F)F)(F)F)(CN1N=NN=C1)O